methyl-3-(neopentyloxy)-7-nitrospiro[chromeno[2,3-c]pyridine-5,2'-imidazole]-4'-amine CC=1C(=NC2(N1)C1=CC(=CC=C1OC=1C=NC(=CC12)OCC(C)(C)C)[N+](=O)[O-])N